C(CCC=CCC=CCC=CCC=CCC=CCC=CCC)(=O)O 4,7,10,13,16,19-docosahexaenoic acid